C(C)NCCCCCCNCC diethylhexylenediamine